COC1(CCC(CC1)NC(=O)[C@@H]1CCN(C2(CC2)C1)C(=O)C1=NNC(=C1)C1=NC=NC(=C1)C)C(F)(F)F (R)-N-(4-methoxy-4-(trifluoromethyl)cyclohexyl)-4-(5-(6-methylpyrimidin-4-yl)-1H-pyrazole-3-carbonyl)-4-azaspiro[2.5]octane-7-carboxamide